CN(C1=CC=C(C=C1)C1=CC=C(C=C1)CN(C(=O)C1CCCCC1)C1=CC(=CC=C1)CN1C(CCC1)=O)C N-((4'-(Dimethylamino)-[1,1'-biphenyl]-4-yl)methyl)-N-(3-((2-oxopyrrolidin-1-yl)methyl)phenyl)cyclohexanecarboxamide